COC1=CC=CC2=C1S(CC1=C2N(N=C1C(=O)N1CCOC2(CC2)C1)C1=CC=C(C=C1)CN1CCOCC1)(=O)=O (6-Methoxy-1-(4-(morpholinomethyl)phenyl)-5,5-dioxo-1,4-dihydrothiochromeno[4,3-c]pyrazol-3-yl)(4-oxa-7-azaspiro[2.5]oct-7-yl)methanone